NC1=NC=NN2C1=CC=C2[C@H]2[C@@H]([C@@H]([C@@](O2)(CF)COP(=O)(OC2=CC=CC=C2)N[C@@H](C)C(=O)OCCC)O)O propyl ((((2R,3S,4R,5S)-5-(4-aminopyrrolo[2,1-f][1,2,4]triazin-7-yl)-2-(fluoromethyl)-3,4-dihydroxytetrahydrofuran-2-yl)methoxy)(phenoxy)phosphoryl)-L-alaninate